(1aR,5aR)-2-(5-Trifluoromethyl-pyrazin-2-yl)-1a,2,5,5a-tetrahydro-1H-2,3-diaza-cyclopropa[a]pentalene-4-carboxylic Acid (2-Hydroxy-1,1-dimethyl-ethyl)-amide OCC(C)(C)NC(=O)C=1C=2C[C@@H]3[C@H](C2N(N1)C1=NC=C(N=C1)C(F)(F)F)C3